C[C@H]1N(C[C@@H](N(C1)C(C(=O)NC=1C2=C(C=NC1)C=NN2C2OCCCC2)=O)C2=CC=CC=C2)C(=O)C2(CC2)C(F)(F)F 2-[(2S,5R)-5-methyl-2-phenyl-4-[1-(trifluoromethyl)cyclopropanecarbonyl]piperazin-1-yl]-2-oxo-N-(1-tetrahydropyran-2-ylpyrazolo[4,3-c]pyridin-7-yl)acetamide